C[C@H]1[C@@H](C[C@H]([C@@H](O1)OCCCCCCCCCCCCC/C=C/C(=O)O)O)O The molecule is an omega-hydroxy fatty acid ascaroside obtained by formal condensation of the alcoholic hydroxy group of (2E)-16-hydroxyhexadec-2-enoic acid with ascarylopyranose (the alpha anomer). It is a metabolite of the nematode Caenorhabditis elegans. It has a role as a Caenorhabditis elegans metabolite. It is an alpha,beta-unsaturated monocarboxylic acid and an omega-hydroxy fatty acid ascaroside. It derives from a (2E)-16-hydroxyhexadec-2-enoic acid. It is a conjugate acid of an oscr#27(1-).